Tert-butyl 4-(4-((3-methoxy-3-oxoprop-1-en-2-yl)carbamoyl)thiazol-2-yl)piperidine-1-carboxylate COC(C(=C)NC(=O)C=1N=C(SC1)C1CCN(CC1)C(=O)OC(C)(C)C)=O